5-Amino-3-[2-[4-(2,2-difluoro-1,3-benzodioxol-5-yl)piperazin-1-yl]ethyl]-8-(2-furyl)-1-methyl-[1,2,4]triazolo[5,1-f]purin-2-one NN1C=NC(=C2N3C(N=C12)N(C(N3C)=O)CCN3CCN(CC3)C3=CC1=C(OC(O1)(F)F)C=C3)C=3OC=CC3